4-chloro-cyclohexane-ethanone ClC1CCC(CC1)CC=O